FC1(CCN(CC1)C(=O)OC(C)(C)C)F tert-butyl 4,4-difluoropiperidine-1-carboxylate